NCC(=O)NCC(=O)N[C@@H](CC1=CC=CC=C1)C(=O)NCC(=O)O glycylglycyl-Z-phenylalanylglycine